FC1(CCN(CC1)C1=NC(=CC(=N1)NC(C1=C(C=C(C=C1)NS(=O)(=O)C[C@H](C)O)N1CCC2(CC2)CC1)=O)C)F (S)-N-(2-(4,4-Difluoropiperidin-1-yl)-6-methylpyrimidin-4-yl)-4-((2-hydroxypropyl)sulfonamido)-2-(6-azaspiro[2.5]octan-6-yl)benzamide